(2-fluoro-5-methoxy-4-((4-(((1R,4R)-4-(methylamino)cyclohexyl)methoxy)pyrimidin-2-yl)amino)phenyl)(morpholino)methanone FC1=C(C=C(C(=C1)NC1=NC=CC(=N1)OCC1CCC(CC1)NC)OC)C(=O)N1CCOCC1